1-(2,2-Dimethylcyclopropyl)-4-methoxybenzene CC1(C(C1)C1=CC=C(C=C1)OC)C